n-butyl 4-(N,N-dimethylamino)benzoate CN(C)C1=CC=C(C(=O)OCCCC)C=C1